5-bromo-1,7-naphthyridine-3-carboxylic acid BrC1=C2C=C(C=NC2=CN=C1)C(=O)O